4-(3,8-diazabicyclo[3.2.1]-octan-3-yl)-6-chloro-8-fluoro-2-(((2R,7aS)-2-fluorotetrahydro-1H-pyrrolizin-7a(5H)-yl)methoxy)-7-(6-methyl-1H-indazol-7-yl)-quinazoline C12CN(CC(CC1)N2)C2=NC(=NC1=C(C(=C(C=C21)Cl)C=2C(=CC=C1C=NNC21)C)F)OC[C@]21CCCN1C[C@@H](C2)F